ClC=1C=2C(N=C3N(C2C=CC1)C1=CC(=CC=C1C3(C)C)N3[C@@H](CNCC3)C)=O (R)-4-chloro-7,7-dimethyl-10-(2-methylpiperazin-1-yl)indolo[1,2-a]quinazolin-5(7H)-one